IC1=CC=C(C=C1)C=1N=NSC1 4-(4-iodophenyl)-1,2,3-thiadiazole